C(C=C)(=O)OCCOCCOCCOCCOCCOC1=CC=CC=C1 pentaethylene glycol phenyl ether acrylate